tert-Butyl 2,2-difluoro-6-(2-(isopropylamino)-6-(methoxycarbonyl)pyridin-3-yl)-7-azaspiro[3.5]non-5-ene-7-carboxylate FC1(CC2(C1)C=C(N(CC2)C(=O)OC(C)(C)C)C=2C(=NC(=CC2)C(=O)OC)NC(C)C)F